2-[(5-{[2-(3,6-dimethoxy-9H-carbazol-9-ylcarbonyloxy)ethoxy]methyl}-3-pyridyl)methoxy]ethyl 3,6-dimethoxy-9H-carbazole-9-carboxylate COC=1C=CC=2N(C3=CC=C(C=C3C2C1)OC)C(=O)OCCOCC=1C=NC=C(C1)COCCOC(=O)N1C2=CC=C(C=C2C=2C=C(C=CC12)OC)OC